CC(C)(CCC(C)(OOC(C)(C)C)C)OOC(C)(C)C 2,5-Dimethyl-2,5-Di(tertiary-butylperoxy)hexane